4-Chloro-3-(2-chloroethoxy)-8-(6-((4-(2-(tetrahydro-2H-pyran-2-yl)ethoxy)cyclohexyl)oxy)pyridin-3-yl)-5,6-dihydronaphthalene-2-carbonitrile ClC1=C(C(=CC=2C(=CCCC12)C=1C=NC(=CC1)OC1CCC(CC1)OCCC1OCCCC1)C#N)OCCCl